2,3-dimethyl-2,3-ditolyl-butane CC(C)(C(C)(C1=C(C=CC=C1)C)C)C1=C(C=CC=C1)C